The molecule is a mannosylinositol phosphorylceramide(1-) having a hexacosanoyl group attached to the ceramide nitrogen, hydroxylation at C-4 of the C18 sphingoid base, and hydroxylation at C-2 and C-3 of the C26 very-long-chain fatty acid. Major species at pH 7.3. It is a conjugate base of a Man-1-2-Ins-1-P-Cer(t18:0/2,3-OH-26:0). CCCCCCCCCCCCCCCCCCCCCCCC(C(C(=O)N[C@@H](COP(=O)([O-])O[C@@H]1[C@@H]([C@@H]([C@H]([C@@H]([C@H]1OC2[C@H]([C@H]([C@@H]([C@H](O2)CO)O)O)O)O)O)O)O)[C@@H](C(CCCCCCCCCCCCCC)O)O)O)O